NC1=NC2=CC(=CC(=C2C=C1Cl)F)CC[C@@]12[C@H]([C@H]([C@@H]([C@H]2C1)N1C=CC2=C1N=CN=C2C)O)O (1r,2r,3s,4r,5s)-1-(2-(2-amino-3-chloro-5-fluoroquinolin-7-yl)ethyl)-4-(4-methyl-7H-pyrrolo[2,3-d]pyrimidin-7-yl)bicyclo[3.1.0]hexane-2,3-diol